C(C1=CC=CC=C1)C1=CC=C(S1)B([O-])[O-] 5-benzylthiophene-2-ylboronate